[I-].CN(CCCN=C=NCC)C 1-[3-(dimethylamino)propyl]-3-ethylcarbodiimide iodide